C1(=CC=CC=C1)C12CC3(CC(C(C(C1)C3)=CCC3=CC=CC=C3)C2)C(=O)O 3-phenyl-6-(2-phenylethylidene)adamantane-1-carboxylic acid